NC1=NNC2=CC=C(C(=C12)C)C1=C(C=C(C=C1)S(=O)(=O)N1CCC(CC1)C#N)C 1-((4-(3-amino-4-methyl-1H-indazol-5-yl)-3-methylphenyl)sulfonyl)piperidine-4-carbonitrile